bis(1-t-butylperoxy-1-methylethyl)benzene C(C)(C)(C)OOC(C)(C)C1=C(C=CC=C1)C(C)(OOC(C)(C)C)C